OC(CC)C1=CC(=C(C=N1)C1=NC=C2C=C(N=CC2=C1)NC(=O)C1CCC1)C N-(7-{6-[1-hydroxypropyl]-4-methylpyridin-3-yl}-2,6-naphthyridin-3-yl)cyclobutanecarboxamide